2-((S)-4-(7-(8-chloronaphthalen-1-yl)-8-fluoro-2-(((S)-1-methylpyrrolidin-2-yl)methoxy)pyrido[4,3-d]pyrimidin-4-yl)-1-(2-fluoroacryloyl)piperazin-2-yl)acetonitrile ClC=1C=CC=C2C=CC=C(C12)C1=C(C=2N=C(N=C(C2C=N1)N1C[C@@H](N(CC1)C(C(=C)F)=O)CC#N)OC[C@H]1N(CCC1)C)F